4-(4-(4-amino-1-methyl-1H-imidazole-2-carboxamido)phenyl)-1-methyl-1H-pyrrole-2-carboxylic acid NC=1N=C(N(C1)C)C(=O)NC1=CC=C(C=C1)C=1C=C(N(C1)C)C(=O)O